ClC=1N=CC=2NC(C3=C(N(C2N1)CC(F)(F)F)SC(=N3)C)=O 6-chloro-2-methyl-4-(2,2,2-trifluoroethyl)-4,9-dihydro-10H-pyrimido[5,4-b]thiazolo[5,4-e][1,4]diazepin-10-one